C[C@H]1NC[C@@H]2N(CC[C@@H]21)C(=O)C=2OC(=CN2)C2=CC=NC=C2 |r| Rac-4-(2-((3ar,4r,6ar)-4-methyl-octahydropyrrolo[3,4-b]pyrrole-1-carbonyl)oxazol-5-yl)pyridine